CC1(OB(OC1(C)C)C1=C(C=C(C=C1)OCC(F)(F)F)C)C 4,4,5,5-tetramethyl-2-(2-methyl-4-(2,2,2-trifluoroethoxy)phenyl)-1,3,2-dioxaborolane